3-(4-methylpiperazin-1-yl)benzaldehyde CN1CCN(CC1)C=1C=C(C=O)C=CC1